FC(C/C(=C(\C=1C=C2C(=NN(C2=CC1)C1OCCCC1)F)/C=1C=CC(=NC1)OCC1(CC1)NC([O-])=O)/C1=CC=CC=C1)(F)F (Z)-(1-(((5-(4,4,4-trifluoro-1-(3-fluoro-1-(tetrahydro-2H-pyran-2-yl)-1H-Indazol-5-yl)-2-phenylbut-1-en-1-yl)pyridin-2-yl)oxy)methyl)cyclopropyl)carbamate